(4S)-4-ethyl-4-hydroxy-8,9-methylenedioxy-1H-pyrano[3',4':6,7]indolizino[1,2-b]quinoline-3,14(4H,12H)-dione C(C)[C@]1(C(OCC=2C(N3CC=4C(=NC=5C=C6C(=CC5C4)OCO6)C3=CC21)=O)=O)O